C(CCCCC(=O)OCC(CC)CC)(=O)OCC(CC)CC 1,6-bis(2-ethylbutyl) hexanedioate